(4-(4-((3-(2,3-difluoro-4-methoxyphenyl)imidazo[1,2-a]pyrazin-8-yl)amino)-2-methylbenzoyl)piperazin-1-yl)((2S,3R,4S)-3,4-dihydroxypyrrolidin-2-yl)methanone FC1=C(C=CC(=C1F)OC)C1=CN=C2N1C=CN=C2NC2=CC(=C(C(=O)N1CCN(CC1)C(=O)[C@H]1NC[C@@H]([C@@H]1O)O)C=C2)C